1,4,5,6-tetrahydropyrimidinium [NH2+]1C=NCCC1